cis-8-dimethylamino-8-phenyl-3-[3-(trifluoromethoxy)-phenyl]-1,3-diazaspiro[4.5]decan-2-one CN(C1(CCC2(CN(C(N2)=O)C2=CC(=CC=C2)OC(F)(F)F)CC1)C1=CC=CC=C1)C